1-(1-chloro-2,2-dimethylpropyl)-4-fluoro-2-methoxybenzene ClC(C(C)(C)C)C1=C(C=C(C=C1)F)OC